N-(6-ETHYL-1-METHYL-1H-INDAZOL-7-YL)-6-(5-METHYL-1H-PYRAZOL-1-YL)PYRIDINE-3-SULFONAMIDE C(C)C1=CC=C2C=NN(C2=C1NS(=O)(=O)C=1C=NC(=CC1)N1N=CC=C1C)C